4-piperazin-1-yl-3-[3-(7-{[2-(trimethylsilyl)ethoxy]methyl}-7H-pyrrolo[2,3-d]pyrimidin-4-yl)-1H-pyrrol-1-yl]butanenitrile hydrochloride salt Cl.N1(CCNCC1)CC(CC#N)N1C=C(C=C1)C=1C2=C(N=CN1)N(C=C2)COCC[Si](C)(C)C